C(#N)C=1C=C(C=CC1OCC(C)C)C=1OC2=C(N1)C=CC(=C2)C(=O)O 2-(3-cyano-4-isobutoxyphenyl)benzo[d]oxazole-6-carboxylic acid